(S)-2-((4-(3-((2-chloro-4-cyanobenzyl)oxy)-1H-pyrazol-1-yl)piperidin-1-yl)methyl)-1-(oxetan-2-ylmethyl)-1H-benzo[d]imidazole-6-carboxylic acid, ammonium salt [NH4+].ClC1=C(COC2=NN(C=C2)C2CCN(CC2)CC2=NC3=C(N2C[C@H]2OCC2)C=C(C=C3)C(=O)[O-])C=CC(=C1)C#N